N1=CC=CC2=C1N(C1=C(S2)C=CC=C1)C=1C=C(N(C)C)C=C(C1)I 3-(10H-benzo[b]pyrido[2,3-e][1,4]thiazin-10-yl)-5-iodo-N,N-dimethylaniline